ClC1=C(C=2N=C(N=C(C2C=N1)N1C[C@H]2CC[C@@H](C1)N2C(=O)OC(C)(C)C)OC[C@H]2N(CCCC2)C)F tert-butyl (1R,5S)-3-(7-chloro-8-fluoro-2-(((S)-1-methylpiperidin-2-yl)methoxy)pyrido[4,3-d]pyrimidin-4-yl)-3,8-diazabicyclo[3.2.1]octane-8-carboxylate